C(C1=CC=CC=C1)OCC12OCC(CC1)(CC2)CO (1-((benzyloxy)methyl)-2-oxabicyclo[2.2.2]octan-4-yl)methanol